Cl.FC1(CN(C1)C=1C=C(C=CC1)S(=O)(=O)N1C=C(C=C1C1=C(C=CC=C1)F)CNC)F 1-(1-((3-(3,3-difluoroazetidin-1-yl)phenyl)sulfonyl)-5-(2-fluorophenyl)-1H-pyrrol-3-yl)-N-methyl-methylamine hydrochloride